FC=1C(=CC(=C(C1)N1C(C=CC2=CC(=CC=C12)S(=O)(=O)NC1=NOC=C1)=O)OC)SCC(F)(F)F (P)-1-(5-Fluoro-2-methoxy-4-((2,2,2-trifluoroethyl)thio)phenyl)-N-(isoxazol-3-yl)-2-oxo-1,2-dihydrochinolin-6-sulfonamid